(±)-(1R*,2S*,3S*)-3-((5-(hydroxymethyl)-2-(methylthio)pyrimidin-4-yl)amino)-2-methylcyclopentan-1-ol OCC=1C(=NC(=NC1)SC)N[C@@H]1[C@@H]([C@@H](CC1)O)C |r|